(E)-3-(1-(3,5-bis(trifluoromethyl) benzyl)-1H-pyrrolo[2,3-c]pyridin-3-yl)-2-cyanoacrylate FC(C=1C=C(CN2C=C(C=3C2=CN=CC3)/C=C(/C(=O)[O-])\C#N)C=C(C1)C(F)(F)F)(F)F